methyl 2-((6-fluoro-2-methylpyridin-3-yl) oxy)-5-iodo-4-methylnicotinate FC1=CC=C(C(=N1)C)OC1=C(C(=O)OC)C(=C(C=N1)I)C